2-(4-amino-phenyl)acetonitrile NC1=CC=C(C=C1)CC#N